FC1=CC(=C(C=C1)CC1CC2(CN(C2)C(=O)N2C[C@H](CC2)N2N=NN=C2)C1)C(F)(F)F [6-[[4-Fluoro-2-(trifluoromethyl)phenyl]methyl]-2-azaspiro[3.3]heptan-2-yl]-[(3S)-3-(tetrazol-1-yl)pyrrolidin-1-yl]methanone